1-[2-cyano-3-fluoro-4-(trifluoromethyl)phenyl]-3,6-difluoro-4-oxo-2,3-dihydroquinoline-8-carbonitrile C(#N)C1=C(C=CC(=C1F)C(F)(F)F)N1CC(C(C2=CC(=CC(=C12)C#N)F)=O)F